2-(4-methylthiophenyl)-1-(3,4,5-trimethoxyphenyl)ethane CSC1=CC=C(C=C1)CCC1=CC(=C(C(=C1)OC)OC)OC